(2R,5S)-tert-butyl 5-methyl-2-(2-(1-methylpiperidin-3-yl)benzo[d]thiazol-5-yl)piperidine-1-carboxylate C[C@H]1CC[C@@H](N(C1)C(=O)OC(C)(C)C)C=1C=CC2=C(N=C(S2)C2CN(CCC2)C)C1